tert-butyl N-[3-(7-bromo-5-methoxy-2-methyl-benzimidazol-1-yl)propyl]-N-methyl-carbamate BrC1=CC(=CC2=C1N(C(=N2)C)CCCN(C(OC(C)(C)C)=O)C)OC